3-(2-{[(3S)-6,6-dimethylpiperidin-3-yl]amino}-5-(trifluoromethyl)pyrimidin-4-yl)-7-(1-methyl-1H-pyrazol-4-yl)-1H,4H,5H,6H,7H,8H-pyrrolo[2,3-c]azepin-8-one CC1(CC[C@@H](CN1)NC1=NC=C(C(=N1)C1=CNC=2C(N(CCCC21)C=2C=NN(C2)C)=O)C(F)(F)F)C